O[C@H](CC[C@@H]([C@H](/C=C/[C@@H]([C@H](C=O)/C(=C/C1=CC(=CC(=C1)N1CCOCC1)C)/C)C)OC(=O)N1CCN(CC1)C)C)CC=O 4-methylpiperazine-1-carboxylic acid [(2s,3s,4E,6r,7s,10r)-10-hydroxy-3,7-dimethyl-2-[(E)-1-(3-methyl-5-morpholin-4-ylphenyl) prop-1-en-2-yl]-12-oxo-1-oxododecan-4-en-6-yl] ester